tri(trifluoromethylsilane) phosphite P(O)(O)O.FC(F)(F)[SiH3].FC(F)(F)[SiH3].FC(F)(F)[SiH3]